9'-(2-naphthyl)-3,3'-bi-carbazol C1=C(C=CC2=CC=CC=C12)N1C2=CC=CC=C2C=2C=C(C=CC12)C=1C=CC=2NC3=CC=CC=C3C2C1